(3R)-3-amino-5-[(4-chlorophenyl)methyl]-8-fluoro-7-[5-(4-methyl-3-pyridyl)-1,2,4-oxadiazol-3-yl]-1,1-dioxo-2,3-dihydro-1lambda6,5-benzothiazepin-4-one N[C@H]1CS(C2=C(N(C1=O)CC1=CC=C(C=C1)Cl)C=C(C(=C2)F)C2=NOC(=N2)C=2C=NC=CC2C)(=O)=O